ClC1=NC=C(C(=N1)NC1CC2(C1)CC(C2)CO)C(=O)O 2-chloro-4-((6-(hydroxymethyl)spiro[3.3]heptan-2-yl)amino)pyrimidine-5-carboxylic acid